2-[2-(trimethylsilylmethyl)allyl]6,6-diphenylfulvene C[Si](C)(C)CC(CC1=CC(C=C1)=C(C1=CC=CC=C1)C1=CC=CC=C1)=C